8-(tert-Butylamino)-5-chloro-6-((R)-1-hydroxyethyl)pyrido[3,4-d]pyrimidine C(C)(C)(C)NC1=NC(=C(C2=C1N=CN=C2)Cl)[C@@H](C)O